NC=1C2=C(N=CN1)N(C(=C2C2=CC=C(C=C2)OC2=NC(=CC=C2)C)C=2C=C(C=CC2)N2C[C@@H](CC2)NC(C=C)=O)C N-[(3R)-1-[3-(4-amino-7-methyl-5-{4-[(6-methylpyridin-2-yl)oxy]phenyl}-7H-pyrrolo[2,3-d]pyrimidin-6-yl)phenyl]pyrrolidin-3-yl]prop-2-enamide